N1(CCCCC1)C1=CC=NC=C1 4-(piperidin-1-yl)pyridine